C(O)(O)=O.[N+](=O)(O)[O-] Nitric acid bicarbonate